methyl 7-bromo-5-methyl-4-oxo-4,5-dihydrofuro[3,2-c]pyridine-3-carboxylate BrC=1C2=C(C(N(C1)C)=O)C(=CO2)C(=O)OC